NC=1C=C(CCNC(OC(C)(C)C)=O)C=C(C1)F tert-butyl (3-amino-5-fluorophenethyl)carbamate